CS(=O)(=O)O.FC1=C(C(=CC=C1)Cl)C1(NC=2C(=NC(=CC2)C=2N=CN(C2)C2=CC=C(C=C2)F)N1CC(C)C)N 2-(2-Fluoro-6-chlorophenyl)-5-(4-fluorophenyl-1H-imidazol-4-yl)-3-isobutyl-3H-imidazo[4,5-b]pyridin-2-ylamine methanesulfonate